C[N+]=1CCCC2=CC=3C(=CC12)[Si](C1=C(C=C2CCCN(C2=C1)C)C3C3=C(C=CC=C3)C)(C3=CC=CC=C3)C3=CC=CC=C3 1,11-Dimethyl-13,13-diphenyl-6-(o-tolyl)-2,3,4,8,9,10,11,13-octahydrosilino[3,2-g:5,6-g']diquinolin-1-ium